ClC1=C(C=CC=C1C1=C(C(=NC=C1)C1=CC(=C(C=C1)CNC1CCC(CC1)O)OC)C)C1=CC=C(C(=N1)OC)CNC1CCC(CC1)O (1r,4r)-4-(((6-(2-chloro-3-(2-(4-((((1s,4r)-4-hydroxycyclohexyl)amino)methyl)-3-methoxyphenyl)-3-methylpyridin-4-yl)phenyl)-2-methoxypyridin-3-yl)methyl)amino)cyclohexan-1-ol